CC(=O)N(CCCNC(=O)CC(CC(=O)NCCCN(C(=O)C)O)(C(=O)O)O)O The molecule is a hydroxamic acid resulting from the formal condensation of the primary amino group of N-(3-aminopropyl)-N-hydroxyacetamide (2 mol eq.) with the carboxy groups at positions 1 and 3 of citric acid. It is a siderophore produced by Bacillus megaterium and Anabaena species. It has a role as a siderophore and a bacterial metabolite. It is a hydroxamic acid and a 2-hydroxy carboxylic acid. It derives from a citric acid.